3-(5-{7-bromo-2'-methyl-1H,2'H-[3,4'-biindazol]-1-yl}pyridin-2-yl)-3-azabicyclo[3.1.0]hexane-6-carboxylic acid BrC=1C=CC=C2C(=NN(C12)C=1C=CC(=NC1)N1CC2C(C2C1)C(=O)O)C=1C2=CN(N=C2C=CC1)C